7-(5-fluoro-2-(((1S,3R,4S,5R)-4-hydroxy-6,8-dioxabicyclo[3.2.1]octan-3-yl)amino)pyrimidin-4-yl)-2-(((R)-3-fluoropyrrolidin-1-yl)methyl)-1-isopropyl-3-methylquinolin-4(1H)-one FC=1C(=NC(=NC1)N[C@@H]1C[C@H]2CO[C@@H]([C@H]1O)O2)C2=CC=C1C(C(=C(N(C1=C2)C(C)C)CN2C[C@@H](CC2)F)C)=O